(4-(4-amino-7-(1-isobutyrylpiperidin-4-yl)pyrrolo[2,1-f][1,2,4]triazin-5-yl)phenyl)-6-methyl-5-(oxazol-2-yl)-2-oxo-2H-[1,2'-bipyridine]-3-carboxamide NC1=NC=NN2C1=C(C=C2C2CCN(CC2)C(C(C)C)=O)C2=CC=C(C=C2)C2=C(C(N(C(=C2C=2OC=CN2)C)C2=NC=CC=C2)=O)C(=O)N